C(C1=CC=CC=C1)O[C@H]1CN(C[C@H](C1OCC1=CC=CC=C1)OCC1=CC=CC=C1)CCC1=C(C=C(C=C1F)Br)F (3s,4r,5r)-3,4,5-tris(benzyloxy)-1-(4-bromo-2,6-difluorophenethyl)piperidine